CC(CCCCC(C)O)O octane-2,7-diol